18-hydroxy-4,6,8,10,12,14,16-heptamethyl-nonadecyl benzyloxymethyl ether C(C1=CC=CC=C1)OCOCCCC(CC(CC(CC(CC(CC(CC(CC(C)O)C)C)C)C)C)C)C